N(N)C=1SC2=C(N1)C=C(C(=C2)OC)OC 2-hydrazino-5,6-dimethoxy-1,3-benzothiazole